CC1=C(C(=CC(=C1)C)C)SN1C(CC(CC1(C)C)=O)(C)C 1-(2,4,6-trimethylphenylthio)-2,2,6,6-tetramethylpiperidin-4-one